ClC=1C(=C2C=NNC2=C(C1F)CSC)C=1N=CC=2N(C1)C=C(N2)NC(=O)C2C(C2)F N-(6-(5-chloro-6-fluoro-7-((methylthio)methyl)-1H-indazol-4-yl)imidazo[1,2-a]pyrazin-2-yl)-2-fluorocyclopropane-1-carboxamide